(2-((R)-2-amino-3-phenylpropoxy)-1-naphthoyl)-L-aspartic acid 4-allyl ester 1-benzyl ester hydrochloride Cl.C(C1=CC=CC=C1)OC([C@@H](NC(=O)C1=C(C=CC2=CC=CC=C12)OC[C@@H](CC1=CC=CC=C1)N)CC(=O)OCC=C)=O